tert-Butyl (2-((2-amino-5-bromophenyl)amino)-2-oxoethyl)carbamate NC1=C(C=C(C=C1)Br)NC(CNC(OC(C)(C)C)=O)=O